BrC=1C=C(C(=NC1)NNC1=C(C=NC(=C1)C(F)(F)F)C(=O)O)SCC 4-[2-(5-Bromo-3-ethylsulfanyl-2-pyridinyl)hydrazino]-6-(trifluoromethyl)pyridine-3-carboxylic acid